distearylindole C(CCCCCCCCCCCCCCCCC)C1=C(NC2=CC=CC=C12)CCCCCCCCCCCCCCCCCC